(S)-2-methylpyrrolidine-2-carboxylic acid C[C@@]1(NCCC1)C(=O)O